C1(CCCC1)N1CC(C2=NC(=CC=C21)C(=O)OC)(C)C methyl 1-cyclopentyl-3,3-dimethyl-2,3-dihydro-1H-pyrrolo[3,2-b]pyridine-5-carboxylate